tert-Butyl (7-morpholino-5-(3-(m-tolyl)-1H-pyrazol-1-yl)thieno[3,2-b]pyridin-2-yl)carbamate O1CCN(CC1)C1=C2C(=NC(=C1)N1N=C(C=C1)C=1C=C(C=CC1)C)C=C(S2)NC(OC(C)(C)C)=O